4-{2-[(1,5-dimethyl-1H-pyrazol-4-yl)amino]-6-methylquinazolin-7-yl}piperidin CN1N=CC(=C1C)NC1=NC2=CC(=C(C=C2C=N1)C)C1CCNCC1